FC=1C=C(C(=NC1)N1N=NC(=C1)C)C1CCN(CC1)C1CC2(CN(C2)C(=O)OC(C)(C)C)CC1 tert-butyl 6-[4-[5-fluoro-2-(4-methyltriazol-1-yl)-3-pyridyl]-1-piperidyl]-2-azaspiro[3.4]octane-2-carboxylate